FC(C(=O)NC1=CC2=C(N(N=N2)COCC[Si](C)(C)C)C=C1)(F)F 2,2,2-trifluoro-N-(1-((2-(trimethylsilyl)ethoxy)methyl)-1H-benzo[d][1,2,3]triazol-5-yl)acetamide